[Na].NF fluoramine sodium